NN(C(O)=O)CC1=CC=CC=C1.C(C(=C)C)(=O)OCCC[Si](OC)(OC)OC γ-methacryloxypropyl-trimethoxyl-silane aminobenzyl-carbamate